(7-(1-(4-(tert-butyl)benzoyl)-1,2,3,6-tetrahydropyridin-4-yl)imidazo[1,2-a]pyridin-3-yl)dihydropyrimidine-2,4(1H,3H)-dione C(C)(C)(C)C1=CC=C(C(=O)N2CCC(=CC2)C2=CC=3N(C=C2)C(=CN3)N3C(NC(CC3)=O)=O)C=C1